8-amino-7-fluoro-6-(5-hydroxy-4-methylpyridin-3-yl)isoquinolin NC=1C(=C(C=C2C=CN=CC12)C=1C=NC=C(C1C)O)F